3-hydroxy-5-(isoxazol-5-yl)pyridineformyl-glycine OC=1C(=NC=C(C1)C1=CC=NO1)C(=O)NCC(=O)O